[N+](=O)([O-])C=1C=C(C=CC1NCC1CCOCC1)S(=O)(=O)NC(C1=C(C=CC=C1)N1[C@@H]2[C@@H](OC3=C1C=C1C(=N3)NC=C1)COCC2)=O N-((3-nitro-4-(((tetrahydro-2H-pyran-4-yl)methyl)amino)phenyl)sulfonyl)-2-((5aS,9aR)-6,7,9,9a-tetrahydro-1H-pyrano[3,4-b]pyrrolo[3',2':5,6]pyrido[3,2-e][1,4]oxazin-5(5aH)-yl)benzamide